C(C1=CC=CC=C1)N1CCN(C2=CC=CC=C12)C(CN1CCCC1)=O 1-(4-benzyl-3,4-dihydroquinoxaline-1(2H)-yl)-2-(pyrrolidin-1-yl)ethan-1-one